2-[[2,5-dimethylpyrrolidine-1-carbonyl]amino]-4-[[3-fluoro-2-methoxy-propyl]-[4-(5,6,7,8-tetrahydro-1,8-naphthyridin-2-yl)butyl]amino]butanoic acid CC1N(C(CC1)C)C(=O)NC(C(=O)O)CCN(CCCCC1=NC=2NCCCC2C=C1)CC(CF)OC